(Z)-4-((1-(4-amino-2-fluorobut-2-en-1-yl)-5-fluoro-2-methyl-1H-pyrrolo[3,2-b]pyridin-3-yl)methyl)-N,N-dimethylbenzenesulfonamide trihydrochloride Cl.Cl.Cl.NC\C=C(\CN1C(=C(C2=NC(=CC=C21)F)CC2=CC=C(C=C2)S(=O)(=O)N(C)C)C)/F